C1(C2C(CCC1)O2)CC[Si](OCC)(OCC)OCC (2,3-epoxycyclohexyl)ethyl-triethoxysilane